lauryl mesaconate C(\C(\C)=C\C(=O)[O-])(=O)OCCCCCCCCCCCC